[1,2,4]Triazolo[4,3-a]Quinazolin-8-amine C1=NN=C2N1C1=CC(=CC=C1C=N2)N